C([C@@H](C(=O)N[C@@H](CC(=O)N)C(=O)O)N)C(=O)N The molecule is a dipeptide formed from two L-asparagine units. It has a role as a Mycoplasma genitalium metabolite. It derives from a L-asparagine.